1,2-dibromobenzene BrC1=C(C=CC=C1)Br